N-[2-[(2-aminoethyl)dodecylamino]ethyl]glycine NCCN(CCNCC(=O)O)CCCCCCCCCCCC